N-[3-(1,1-difluoropropyl)phenyl]-2-[4-methoxy-3-(1-methyl-4-piperidinyl)phenyl]-5-methyl-3-oxo-1H-imidazol-3-ium-4-carboxamide FC(CC)(F)C=1C=C(C=CC1)NC(=O)C=1[N+](C(NC1C)C1=CC(=C(C=C1)OC)C1CCN(CC1)C)=O